tert-butyl 3-[[2-[4-[4-[(2,6-dioxo-3-piperidyl)amino]phenyl]-1-piperidyl]acetyl]amino]pyrrolidine-1-carboxylate O=C1NC(CCC1NC1=CC=C(C=C1)C1CCN(CC1)CC(=O)NC1CN(CC1)C(=O)OC(C)(C)C)=O